3-(2,6-Dimethyl-phenyl)-7-[3-hydroxymethyl-4-(4-methyl-piperazin-1-yl)-phenylamino]-1-propyl-3,4-dihydro-1H-pyrimido[4,5-d]pyrimidin-2-one CC1=C(C(=CC=C1)C)N1C(N(C2=NC(=NC=C2C1)NC1=CC(=C(C=C1)N1CCN(CC1)C)CO)CCC)=O